C(C)(=O)C1=CN(C2=CC=C(C=C12)C=1C=NC(=NC1)C)CC(=O)N(C)[C@H](C(=O)NC=1C(=C(C=CC1)C1=C(C=CC=C1)Cl)F)[C@@H](C)O (2S,3R)-2-(2-(3-acetyl-5-(2-methylpyrimidin-5-yl)-1H-indol-1-yl)-N-methylacetamido)-N-(2'-chloro-2-fluorobiphenyl-3-yl)-3-hydroxybutanamide